C(C)(C)(C)C1N(CCN(C1)C1=CC=C(C2=NN(N=C21)C)C(NC=2C=C(C=1N(C2)C=C(N1)C)F)=O)C(=O)OC(C)C1=C(C=CC=C1C)C 1-(2,6-dimethylphenyl)ethanol tert-butyl-4-[7-({8-fluoro-2-methylimidazo[1,2-a]pyridin-6-yl}carbamoyl)-2-methyl-1,2,3-benzotriazol-4-yl]piperazine-1-carboxylate